1-(4-amino-1,2,5-oxadiazol-3-yl)-N'-(3,5-bis(trifluoromethyl)benzylidene)-1H-1,2,3-triazole-4-carbohydrazide NC=1C(=NON1)N1N=NC(=C1)C(=O)NN=CC1=CC(=CC(=C1)C(F)(F)F)C(F)(F)F